4-(3,5-bis-trifluoromethylphenyl)-thiophene-3-carbaldehyde FC(C=1C=C(C=C(C1)C(F)(F)F)C=1C(=CSC1)C=O)(F)F